FC1=CC=C(C(=C1F)NC)N 5,6-difluoro-N1-methylbenzene-1,2-diamine